3-[(5-chloro-1H-indol-2-yl)methyl]-1-{1-[2-(1-hydroxycyclobutyl)acetyl]piperidin-3-yl}-1-methylurea ClC=1C=C2C=C(NC2=CC1)CNC(N(C)C1CN(CCC1)C(CC1(CCC1)O)=O)=O